ClC1=C(N(C=C1)NC(NC(C(Cl)(Cl)Cl)=O)=O)C(=O)OC methyl 3-chloro-1-{[(2,2,2-trichloroacetyl)carbamoyl]amino}pyrrole-2-carboxylate